N-(4-(4-amino-5-(4-((4-ethylpyrimidin-2-yl)oxy)-3-fluorophenyl)pyrazolo[5,1-f][1,2,4]triazin-6-yl)phenyl)-2-fluoroacrylamide NC1=NC=NN2C1=C(C(=N2)C2=CC=C(C=C2)NC(C(=C)F)=O)C2=CC(=C(C=C2)OC2=NC=CC(=N2)CC)F